BrCC(C(C)(C)C)=O 1-bromo-3,3-dimethylbutan-2-one